4-(6-chloro-3-((1-(3,6-dimethyl-4-oxo-2-(piperidin-1-yl)-4H-chromen-8-yl)ethyl) amino)pyridin-2-yl)-2-formylphenyl trifluoromethanesulfonate FC(S(=O)(=O)OC1=C(C=C(C=C1)C1=NC(=CC=C1NC(C)C=1C=C(C=C2C(C(=C(OC12)N1CCCCC1)C)=O)C)Cl)C=O)(F)F